γ-Ethyl-γ-butyl-δ-valerolacton C(C)C1(CCC(=O)OC1)CCCC